3,5,7,9,11-eicosapentaenoic acid C(CC=CC=CC=CC=CC=CCCCCCCCC)(=O)O